BrC1=CC(=NC=C1)O[C@@H]1CC[C@H](CC1)O trans-4-[(4-bromo-2-pyridinyl)oxy]cyclohexanol